NCC(=O)O.C(#N)C=1C(=NC(=NC1)NC=1C(=CC(=C(C1)NC(C=C)=O)N(C)CCN(C)C)OC)C1=CN(C2=CC=CC=C12)C1CC1 N-(5-((5-cyano-4-(1-cyclopropyl-1H-indol-3-yl)pyrimidin-2-yl)amino)-2-((2-(dimethyl-Amino)ethyl)(methyl)amino)-4-methoxyphenyl)acrylamide glycinate